C1(CCCCC1)N(C1=CC=C(C=C1)N)C1CCCCC1 N,N-dicyclohexyl-p-phenylenediamine